(1aR,5aR)-2-Pyrazin-2-yl-1a,2,5,5a-tetrahydro-1H-2,3-diaza-cyclopropa[a]pentalene-4-carboxylic acid N'-cyclobutyl-N'-methylcarbamoyl-hydrazide C1(CCC1)N(NC(=O)C=1C=2C[C@@H]3[C@H](C2N(N1)C1=NC=CN=C1)C3)C(NC)=O